N-(4-chloro-3-(2-((tetrahydro-2H-pyran-4-yl)amino)-8,9-dihydroimidazo[1',2':1,6]pyrido[2,3-d]pyrimidin-6-yl)phenyl)-4-(trifluoromethyl)picolinamide ClC1=C(C=C(C=C1)NC(C1=NC=CC(=C1)C(F)(F)F)=O)C1=CC2=C(N=C(N=C2)NC2CCOCC2)N2C1=NCC2